COC=1C=C2C(=CC(NC2=CC1)=O)C(=O)[O-] 6-methoxy-2-oxo-1,2-dihydroquinoline-4-carboxylate